6-{[4-(1-tert-butoxycarbonyl-1,2,3,6-tetrahydro-pyridin-4-yl)-furan-2-carbonyl]-amino}-3',6'-dihydro-2'H-[3,4']bipyridinyl-1'-carboxylic acid tert-butyl ester C(C)(C)(C)OC(=O)N1CCC(=CC1)C=1C=NC(=CC1)NC(=O)C=1OC=C(C1)C=1CCN(CC1)C(=O)OC(C)(C)C